[O-]CCCC butoxide